3-Bromophenylethyl-carbamic acid tert-butyl ester C(C)(C)(C)OC(NCCC1=CC(=CC=C1)Br)=O